FC1(CCC(CC1)(C)COC(C(=O)O)=O)F Oxalic acid 4,4-difluoro-1-methylcyclohexylmethyl ester